4-(((2Z)-5-(3-methoxybenzylidene)-4-oxo-3-phenylthiazolidin-2-ylidene)amino)benzenesulphonamide COC=1C=C(C=C2C(N(/C(/S2)=N/C2=CC=C(C=C2)S(=O)(=O)N)C2=CC=CC=C2)=O)C=CC1